1-(6-(2-fluoroprop-2-yl)pyridin-3-yl)ethan-1-one FC(C)(C)C1=CC=C(C=N1)C(C)=O